(S)-1-mercapto-2-methyl-1-(2-(trifluoromethyl)pyridin-3-yl)propan-2-ol S[C@H](C(C)(O)C)C=1C(=NC=CC1)C(F)(F)F